(E)-6-(4-Chlorophenoxy)-1,1-difluorohex-2-en-1-yl acetate C(C)(=O)OC(\C=C\CCCOC1=CC=C(C=C1)Cl)(F)F